((2-(((5S,8S,10aR)-3-acetyl-6-oxo-8-(3-phenoxyazetidine-1-carbonyl)deca-hydropyrrolo[1,2-a][1,5]diazocin-5-yl)carbamoyl)-1H-indol-5-yl)difluorometh-yl)phosphonic acid C(C)(=O)N1CC[C@@H]2N(C([C@H](C1)NC(=O)C=1NC3=CC=C(C=C3C1)C(F)(F)P(O)(O)=O)=O)[C@@H](CC2)C(=O)N2CC(C2)OC2=CC=CC=C2